(rac)-3-chloro-N-{1-[3-(pyridin-2-yl)pyrazin-2-yl]ethyl}-5-(trifluoromethyl)benzamide ClC=1C=C(C(=O)N[C@H](C)C2=NC=CN=C2C2=NC=CC=C2)C=C(C1)C(F)(F)F |r|